CC1(OCCC(C1)C(N1C[C@@H]2[C@H](C1)CC(C2)NC=2N=NC(=CC2)C=2C=NC=CC2C(F)(F)F)([2H])[2H])C (3aR,5s,6aS)-2-((2,2-dimethyltetrahydro-2H-pyran-4-yl)methyl-d2)-N-(6-(4-(trifluoromethyl)pyridin-3-yl)pyridazin-3-yl)octahydrocyclopenta[c]pyrrol-5-amine